tert-butyl ((cis-2-((4-(7-(dimethylphosphoryl)-1H-indole-3-yl)-5-(trifluoromethyl)pyrimidin-2-yl)amino) cyclopentyl)methyl)carbamate CP(=O)(C)C=1C=CC=C2C(=CNC12)C1=NC(=NC=C1C(F)(F)F)N[C@@H]1[C@@H](CCC1)CNC(OC(C)(C)C)=O